N-heptyl-toluidine C(CCCCCC)NC=1C(=CC=CC1)C